COCCOC1=C2CNCC2=CC=C1 4-(2-methoxyethoxy)isoindolin